C(CCCCC)C1=C(C(=CC=C1)O)O 3-Hexylbenzene-1,2-diol